tert-butyl (R)-6-((3-(2-((tert-butyldimethylsilyl)oxy)-3-(3,4-dihydroisoquinolin-2(1H)-yl)propyl)-2-oxoimidazolidin-1-yl)methyl)-3',6'-dihydro-[3,4'-bipyridine]-1'(2'H)-carboxylate [Si](C)(C)(C(C)(C)C)O[C@@H](CN1C(N(CC1)CC1=CC=C(C=N1)C=1CCN(CC1)C(=O)OC(C)(C)C)=O)CN1CC2=CC=CC=C2CC1